3-(1,3-dimethylpyrazol-4-yl)-6-{3-[methyl-(2,2,6,6-tetramethylhexahydropyridin-4-yl)amino]-1,2,4-triazin-6-yl}-6,7-dihydro-5H-pyrrolo[4,3-b]pyridin-5-one CN1N=C(C(=C1)C=1C=C2C(=NC1)CN(C2=O)C2=CN=C(N=N2)N(C2CC(NC(C2)(C)C)(C)C)C)C